4,4'-[(4-hydroxyphenyl)methylene]bis[2-cyclohexyl-5-methylphenol] OC1=CC=C(C=C1)C(C1=CC(=C(C=C1C)O)C1CCCCC1)C1=CC(=C(C=C1C)O)C1CCCCC1